(2-fluorophenyl)-1-(3-pyridinesulfonyl)-1H-pyrrole-3-formaldehyde FC1=C(C=CC=C1)C=1N(C=CC1C=O)S(=O)(=O)C=1C=NC=CC1